COC1=CC=C(CN2C(C=3CC(CN(C3C=C2)C2=CC=C(C=C2)C(F)(F)F)C(=O)OC)=O)C=C1 methyl 6-(4-methoxybenzyl)-5-oxo-1-(4-(trifluoromethyl)phenyl)-1,2,3,4,5,6-hexahydro-1,6-naphthyridine-3-carboxylate